NOCC=1N=NN(C1)CC1=CC=C(C=C1)CCC(=O)N 3-(4-((4-((aminooxy)methyl)-1H-1,2,3-triazol-1-yl)methyl)phenyl)propanamide